[Mo](=O)(=O)(=O)=O molybdenum tetroxide